6-(4-(4-(4-Bromophenethyl)piperazin-1-yl)phenyl)-1,4-dimethyl-2-(4-(methylsulfonyl)phenyl)-1H-pyrrolo[3,2-c]pyridin BrC1=CC=C(CCN2CCN(CC2)C2=CC=C(C=C2)C2=CC3=C(C(=N2)C)C=C(N3C)C3=CC=C(C=C3)S(=O)(=O)C)C=C1